FC(C1=CC=C(C=N1)C1=CC2=C(N=C(S2)NC(=O)C2C(C3C=CC2C3)C(=O)O)C=C1)(F)F 3-[[6-[6-(trifluoromethyl)-3-pyridyl]-1,3-benzothiazol-2-yl]carbamoyl]bicyclo[2.2.1]hept-5-ene-2-carboxylic acid